BrCC(=O)C1=CC(=C(C=C1)O)CO 2-bromo-1-[4-hydroxy-3-(hydroxymethyl)phenyl]ethan-1-one